2-{4-[(1,3-Benzothiazol-2-yloxy)methylpiperidin-1-yl]-2-[4-(difluoromethyl)-1,3-thiazol-5-yl]ethyl}-2-chloro-6-fluorobenzamide S1C(=NC2=C1C=CC=C2)OCC2N(CCCC2)C2(N=CSC2CCC2(C(C(=O)N)C(=CC=C2)F)Cl)C(F)F